(E)-1,2,3-trifluoro-5-(2-nitrovinyl)benzene tert-butyl-(2-oxoethyl)carbamate C(C)(C)(C)N(C(O)=O)CC=O.FC1=C(C(=CC(=C1)\C=C\[N+](=O)[O-])F)F